N1C=C(C2=CC=CC=C12)C(=O)N1CCC(CC1)CC#CC=1C=C2CN(C(C2=CC1)=O)C1C(NC(CC1)=O)=O 3-(5-(3-(1-(1H-indole-3-carbonyl)piperidin-4-yl)prop-1-yn-1-yl)-1-oxoisoindolin-2-yl)piperidine-2,6-dione